2-(trifluoromethoxy)pyridine-3-carboxylate FC(OC1=NC=CC=C1C(=O)[O-])(F)F